BrC1=C(C=2C(=[N+](ON2)[O-])C=C1)F 5-Bromo-4-fluorobenzo[c][1,2,5]oxadiazole 1-oxide